(S)-3-(1H-benzo[d]imidazol-5-yl)-4-(4-(3,3-difluoro-propoxy)phenyl)oxazolidin-2-one N1C=NC2=C1C=CC(=C2)N2C(OC[C@@H]2C2=CC=C(C=C2)OCCC(F)F)=O